1-(8-(5-(2-hydroxy-4-(trifluoromethyl)phenyl)pyrido[2,3-d]pyridazin-8-yl)-2,8-diazaspiro[4.5]decan-2-yl)ethan-1-one OC1=C(C=CC(=C1)C(F)(F)F)C1=C2C(=C(N=N1)N1CCC3(CCN(C3)C(C)=O)CC1)N=CC=C2